BrC1=CC=2N(C=C1)C(=CN2)C=O 7-bromoimidazo[1,2-a]pyridine-3-carbaldehyde